C(C)(C)(C)P(C(C1=CC=CC=C1)=O)C(C)(C)C Di-t-Butyl-Benzoyl-Phosphine